NC1=CC=CC(=N1)S(=O)(=O)NC(=O)C=1C(=NC(=CC1)C1=NN(C=C1)CC(C)C)N1C(C[C@@H](C1)C)(C)C N-[(6-Amino-2-pyridyl)sulfonyl]-6-(1-isobutylpyrazol-3-yl)-2-[(4S)-2,2,4-trimethylpyrrolidin-1-yl]pyridin-3-carboxamid